CN1N=CC(=C1)C1=CC=C(CNC2=NC=NC(=C2)C2=CN=C3N2C=CC(=C3)OCCN3CCOCC3)C=C1 [4-(1-methyl-1H-pyrazol-4-yl)-benzyl]-{6-[7-(2-morpholin-4-yl-ethoxy)-imidazo[1,2-a]pyridin-3-yl]-pyrimidin-4-yl}-amine